5-(hydroxymethyl)-3-(4-methoxyphenyl)oxazolidin-2-one OCC1CN(C(O1)=O)C1=CC=C(C=C1)OC